2,6-diacetylaminopyridine C(C)(=O)NC1=NC(=CC=C1)NC(C)=O